7-bromo-2-chloro-4-(6-hydroxy-3-azabicyclo[3.2.1]oct-3-yl)-6,8-difluoroquinazoline BrC1=C(C=C2C(=NC(=NC2=C1F)Cl)N1CC2CC(C(C1)C2)O)F